6-bromo-N-[3,6-difluoro-5-(3-methoxypropyl)pyridin-2-yl]-1H-indole-3-sulfonamide BrC1=CC=C2C(=CNC2=C1)S(=O)(=O)NC1=NC(=C(C=C1F)CCCOC)F